2-[[tert-butyl(dimethyl)silyl]oxymethyl]-6-hydroxy-2,3-dihydro-1H-indene-4-carbonitrile [Si](C)(C)(C(C)(C)C)OCC1CC=2C=C(C=C(C2C1)C#N)O